COCC(OC1=CC=2N(C=C1)C=CN2)(C)C 7-(2-methoxy-1,1-dimethyl-ethoxy)imidazo[1,2-a]pyridine